(R)-2-BROMO-N,N-DIMETHYLBUTANAMIDE Br[C@@H](C(=O)N(C)C)CC